ClC1=NC=C(C=N1)NC(OCC1=CC=CC=C1)=O Benzyl (2-chloropyrimidin-5-yl)carbamate